FC(C(=O)O)(F)F.ClC1=C(C(=C(C=C1OC)OC)Cl)C=1C2=C(N=C(N1)NC)N(C(C=C2)=O)CCCN2CCNCC2 (2,6-dichloro-3,5-dimethoxyphenyl)-2-(methylamino)-8-(3-(piperazin-1-yl)propyl)pyrido[2,3-d]pyrimidin-7(8H)-one trifluoroacetate salt